FC1=CC=C(C=C1)C1CC1 2-(4-fluorophenyl)cyclopropane